C(=O)(OCC1=CC=CC=C1)N1C(CCC1)(C(=O)OC(C)(C)C)CN 1-Cbz-2-Boc-aminomethylpyrrolidine